((1R,5S,6s)-6-((4-(2-aminopropan-2-yl)-6-(4-fluorophenyl)pyridin-2-yl)oxy)-3-azabicyclo[3.1.0]hexan-3-yl)(3-(pyrimidin-2-yl)isothiazol-5-yl)methanone NC(C)(C)C1=CC(=NC(=C1)C1=CC=C(C=C1)F)OC1[C@@H]2CN(C[C@H]12)C(=O)C1=CC(=NS1)C1=NC=CC=N1